C(C)(C)(C)OC(=O)N1CC(N(CC1)C(C1=CC=C(C=C1)F)C1=CC=C(C=C1)F)CF tert-butyl-4-(bis(4-fluorophenyl)methyl)-3-(fluoromethyl)piperazine-1-carboxylate